C(CCCCCCCCCCCCCCC)N(C(C(CN)(N)C([C@@H](N)CCCNC(N)=N)=O)=O)CCCCCCCC\C=C/CCCCCCCC arginyl-2,3-diaminopropionic acid-N-palmityl-N-oleyl-amide